(4'-((2-(tert-butyl)-1H-imidazol-1-yl)methyl)-3'-fluoro-5-isobutyl-[1,1'-biphenyl]-2-yl)sulfonylcarbamic acid 2-hydroxyethyl ester OCCOC(NS(=O)(=O)C1=C(C=C(C=C1)CC(C)C)C1=CC(=C(C=C1)CN1C(=NC=C1)C(C)(C)C)F)=O